BrC1=C(C=C(CN(C(OC(C)(C)C)=O)C)C=C1C)F tert-butyl (4-bromo-3-fluoro-5-methylbenzyl)(methyl)-carbamate